Cl.C[C@H]1[C@H](NC[C@H](O1)C)CNC1=NC=C(N=C1)C(F)(F)F N-(((2S,3R,6R)-2,6-Dimethylmorpholin-3-yl)methyl)-5-(trifluoromethyl)pyrazin-2-amine hydrochloride